C(C1=C(C(=CC(=C1)C)C(C)(C)C)O)C1=C(C(=CC(=C1)C)C(C)(C)C)O 2,2'-Methylenebis(6-tert-butyl-4-methyl-phenol)